(2R)-2-(tert-butoxycarbonylamino)-4-[4-[[(4R)-4-(2-chloro-4-fluoro-phenyl)-5-methoxycarbonyl-2-thiazol-2-yl-1,4-dihydropyrimidin-6-yl]methyl]piperazin-1-yl]butanoic acid C(C)(C)(C)OC(=O)N[C@@H](C(=O)O)CCN1CCN(CC1)CC1=C([C@@H](N=C(N1)C=1SC=CN1)C1=C(C=C(C=C1)F)Cl)C(=O)OC